4-chloro-5-(3-methoxy-4-phenoxyphenyl)-7-(1,4-dioxaspiro[4.5]dec-8-yl)-7H-pyrrolo[2,3-d]pyrimidine ClC=1C2=C(N=CN1)N(C=C2C2=CC(=C(C=C2)OC2=CC=CC=C2)OC)C2CCC1(OCCO1)CC2